(3S)-3-{[(2S,4R)-4-hydroxy-1-[3-methyl-2-(3-methyl-1,2-oxazol-5-yl)butanoyl]-pyrrolidin-2-yl]formamido}-3-[4-(4-methyl-1,3-thiazol-5-yl)phenyl]propanoic acid O[C@@H]1C[C@H](N(C1)C(C(C(C)C)C1=CC(=NO1)C)=O)C(=O)N[C@@H](CC(=O)O)C1=CC=C(C=C1)C1=C(N=CS1)C